C(C)(=O)OC1=C2C(=CNC2=CC=C1)C([2H])([2H])[C@@H]1N(CCC1)C([2H])([2H])[2H] (R)-3-((1-(methyl-d3)pyrrolidin-2-yl)methyl-d2)-1H-indol-4-yl acetate